C(CCC)OC=1OCCCN1 2-butoxy-5,6-dihydro-4H-1,3-oxazine